C(C)C1=NC(=CC=C1N1C[C@@H](C[C@H](C1)F)CC(=O)OC)C=1N=NN(C1CO)C |o1:10,12| methyl 2-((3R,5R) or (3S,5S)-1-(2-ethyl-6-(5-(hydroxymethyl)-1-methyl-1H-1,2,3-triazol-4-yl)pyridin-3-yl)-5-fluoropiperidin-3-yl)acetate